silver-molybdenum-copper [Cu].[Mo].[Ag]